6-chloro-3-methyl-1-trityl-1H-pyrazolo[4,3-c]Pyridine ClC1=CC2=C(C=N1)C(=NN2C(C2=CC=CC=C2)(C2=CC=CC=C2)C2=CC=CC=C2)C